Tetramethyl 2-(4-methoxyphenyl)propane-1,1,3,3-tetracarboxylate COC1=CC=C(C=C1)C(C(C(=O)OC)C(=O)OC)C(C(=O)OC)C(=O)OC